C(C)(C)OC(C[C@]1([C@@H]2[C@H]3C[C@H](CC[C@@H]13)C2)CNC(=O)OC(C)(C)C)=O isopropyl-2-((1S,2S,3R,6S,8S)-2-(((tert-butoxycarbonyl)amino)methyl)tricyclo[4.2.1.03,8]nonan-2-yl)acetate